FC(C=1C=C(CN2C=CC3=CC=C(C=C23)NC(C=C)=O)C=CC1)(F)F N-(1-(3-(trifluoromethyl)-benzyl)-1H-indol-6-yl)acrylamide